2-methyl-3-hydroxybutyrate CC(C(=O)[O-])C(C)O